secOctanol C(C)(CCCCCC)O